C1(CCC(N1OC(=O)C(C1=CC=CC=C1)(SSC1=NC=CC=C1)C)=O)=O succinimidyl-oxycarbonyl-alpha-methyl-alpha-(2-pyridyldithio)toluene